OCC1CCC(CC1)N1CC=C(C=C1)NC(C)C N-[4-(hydroxymethyl)cyclohexyl]4-(isopropylamino)pyridine